1-(4-penten-1-yl)-4-phenylpiperazine C(CCC=C)N1CCN(CC1)C1=CC=CC=C1